CC=1C(C(C(CC1)C)C)O 2,5,6-trimethyl-2-cyclohexen-1-ol